O1[C@@H]2[C@H](NC=C1)CNCC2 (-)-cis-4a,5,6,7,8,8a-Hexahydro-4H-pyrido[4,3-b][1,4]oxazin